9,9',9'',9'''-(3-cyano-6-(pyridin-2-yl)benzene-1,2,4,5-tetrayl)tetrakis(9H-carbazole-3,6-dicarbonitrile) C(#N)C=1C(=C(C(=C(C1N1C2=CC=C(C=C2C=2C=C(C=CC12)C#N)C#N)N1C2=CC=C(C=C2C=2C=C(C=CC12)C#N)C#N)C1=NC=CC=C1)N1C2=CC=C(C=C2C=2C=C(C=CC12)C#N)C#N)N1C2=CC=C(C=C2C=2C=C(C=CC12)C#N)C#N